COC1=CC=CC2=C1NC(=N2)CNC2=NC(=NC=1N2N=CC1C=1SC=CN1)N1CCN(CC1)C N-((7-methoxy-1H-benzo[d]imidazol-2-yl)methyl)-2-(4-methylpiperazin-1-yl)-8-(thiazol-2-yl)pyrazolo[1,5-a][1,3,5]triazin-4-amine